NC1=NNC(=C1C(=O)[O-])Cl 3-amino-5-chloro-1H-pyrazole-4-carboxylate